1-(2-methoxy-5-(3-methoxypropyl)pyridin-3-yl)piperidine-4-carbonitrile COC1=NC=C(C=C1N1CCC(CC1)C#N)CCCOC